ClC(C(=O)C=1NC=C(C1)Cl)(Cl)Cl 2,2,2-Trichloro-1-(4-chloro-1H-pyrrol-2-yl)ethan-1-one